6-Methoxy-N-(2-fluoro-4-(tert-butyl)phenyl)-2-(trifluoromethyl)-1H-imidazo[4,5-b]pyrazin-5-amin COC1=C(N=C2C(=N1)NC(=N2)C(F)(F)F)NC2=C(C=C(C=C2)C(C)(C)C)F